3-(6-(4-(2-(1-(4-((5-hydroxy-2-(4-hydroxyphenyl)-3-methyl-1H-indol-1-yl)-methyl)phenyl)piperidin-4-yl)ethyl)piperazin-1-yl)-1-methyl-1H-indazol-3-yl)piperidine-2,6-dione OC=1C=C2C(=C(N(C2=CC1)CC1=CC=C(C=C1)N1CCC(CC1)CCN1CCN(CC1)C1=CC=C2C(=NN(C2=C1)C)C1C(NC(CC1)=O)=O)C1=CC=C(C=C1)O)C